ClC=1C=C2C(=CC(=NC2=CC1)C(F)(F)F)N[C@@H]1C[C@@H](CCC1)NC(=O)C=1C=NN(C1C)CC(F)F N-[(1R,3S)-3-{[6-chloro-2-(trifluoromethyl)quinolin-4-yl]amino}cyclohexyl]-1-(2,2-difluoroethyl)-5-methyl-1H-pyrazole-4-carboxamide